β-glucosyl-5-hydroxymethylcytosine C1=NC(=O)NC(=C1CO[C@H]2[C@@H]([C@H]([C@@H]([C@H](O2)CO)O)O)O)N